ClC1=CN=C(C2=CC=CC=C12)C(C)(C)NC(=O)[C@@H]1CN[C@@H](CO1)CO (2S,5R)-N-(2-(4-chloroisoquinolin-1-yl)propan-2-yl)-5-(hydroxymethyl)morpholine-2-carboxamide